NC=1C=C(C=CC1SC(C)C)NC(C)=O N-(3-amino-4-(isopropylthio)phenyl)acetamide